NCCOCCOCCOCCOCCOCCOCCOCCOCCN1N=NC(=C1)CCCN1CC=2N=C(N=CC2C1=O)SC 6-(3-(1-(26-amino-3,6,9,12,15,18,21,24-octaoxahexacosyl)-1H-1,2,3-triazol-4-yl)propyl)-2-(methylsulfanyl)-6,7-dihydro-5H-pyrrolo[3,4-d]pyrimidin-5-one